[(2R,3R,6S)-2-[(1R,2S,3S,4R,6S)-3-acetoxy-4,6-diazido-2-hydroxy-cyclohexoxy]-6-[[benzyl(benzyloxycarbonyl)amino]methyl]tetrahydropyran-3-yl]acetate C(C)(=O)O[C@@H]1[C@H]([C@@H]([C@H](C[C@H]1N=[N+]=[N-])N=[N+]=[N-])O[C@H]1O[C@@H](CC[C@@H]1CC(=O)[O-])CN(C(=O)OCC1=CC=CC=C1)CC1=CC=CC=C1)O